[(3-chloro-2-methoxyphenyl)amino]-2-(3-{2-[(2R)-1-(prop-2-enoyl)piperidin-2-yl]ethynyl}pyridin-4-yl)-1H,5H,6H,7H-pyrrolo[3,2-c]pyridin-4-one ClC=1C(=C(C=CC1)NN1C(=CC=2C(NCCC21)=O)C2=C(C=NC=C2)C#C[C@@H]2N(CCCC2)C(C=C)=O)OC